C1(=CC=C(C=C1)OCCC1(NC=NC=C1N)N)C 4-(2-(p-tolyloxy)ethyl)pyrimidine-4,5-diamine